N1(CCCCC1)CC1OC(=NOC1)[C@]12OC[C@H](NC1)C2 |r| rac-(1R,4R)-1-(5-(piperidin-1-ylmethyl)-5,6-dihydro-1,4,2-dioxazin-3-yl)-2-oxa-5-azabicyclo[2.2.1]heptane